5-{3-[1-(4-Amino-5-oxopyrido[2,3-d]pyrimidin-8(5H)-yl)ethyl]-5-chloro-2-ethoxy-6-methylphenyl}-N,N-dimethylpyridine-2-carboxamide NC=1C2=C(N=CN1)N(C=CC2=O)C(C)C=2C(=C(C(=C(C2)Cl)C)C=2C=CC(=NC2)C(=O)N(C)C)OCC